CC1=C(CN2C(CN(CC2)CC(C)(C)C)=O)C=CC(=C1)C=1C=2N(C=C(N1)C=1C=NN(C1)C)N=CC2 (2-methyl-4-(6-(1-methyl-1H-pyrazol-4-yl)pyrazolo[1,5-a]pyrazin-4-yl)benzyl)-4-neopentylpiperazin-2-one